5-[(4R,9aS)-8-[2-(6-chloro-3-pyridyl)ethyl]-4-methyl-3,4,6,7,9,9a-hexahydro-1H-pyrazino[1,2-a]pyrazin-2-yl]quinoline-8-carbonitrile ClC1=CC=C(C=N1)CCN1C[C@@H]2N([C@@H](CN(C2)C2=C3C=CC=NC3=C(C=C2)C#N)C)CC1